NCCNC(=O)C1=C(C=C(C=C1)NC(=O)C=1N(C(=CN1)C1=C(C(=C(C=C1)OCC#N)F)F)C)C N-[4-(2-aminoethylcarbamoyl)-3-methyl-phenyl]-5-[4-(cyanomethoxy)-2,3-difluorophenyl]-1-methyl-imidazole-2-carboxamide